4-amino-1-(2-chlorophenyl)-7-(trifluoromethyl)quinolin-2(1H)-one NC1=CC(N(C2=CC(=CC=C12)C(F)(F)F)C1=C(C=CC=C1)Cl)=O